1-[1-[[7-bromo-8-fluoro-4-(2,2,2-trifluoroethoxy)quinazolin-2-yl]oxymethyl]cyclopropyl]-N,N-dimethylmethanamine BrC1=CC=C2C(=NC(=NC2=C1F)OCC1(CC1)CN(C)C)OCC(F)(F)F